xylylenediamine platinum chloride [Pt](Cl)Cl.C=1(C(=CC=CC1)CN)CN